(S)-2-(6-(cyclopentyloxy)-4-(3-((4-methyl-4H-1,2,4-triazol-3-yl)methyl)oxetan-3-yl)pyridin-2-yl)-6-((2-isopropyl-4-methylpiperazin-1-yl)methyl)-4-(trifluoromethyl)isoindolin-1-one C1(CCCC1)OC1=CC(=CC(=N1)N1C(C2=CC(=CC(=C2C1)C(F)(F)F)CN1[C@H](CN(CC1)C)C(C)C)=O)C1(COC1)CC1=NN=CN1C